CN(N=O)C dimethyl-Nitrosoamine